C1(=CC=CC=C1)C1N(CCOC1)C(=O)OC=1C=C(C2=C(C=C(O2)CNC(C=CC=2C=NC(=CC2)N)=O)C1)Cl 4-(2-((3-(6-aminopyridin-3-yl) acrylamido) methyl)-7-chlorobenzofuran-5-yl) phenylmorpholine-4-carboxylate